(1R,3S,4R)-2-[(2S)-2-(3-chloro-2-methyl-anilino)propanoyl]-N-[(1R)-1-cyano-2-[(3R)-2-oxo-3-piperidyl]ethyl]-5,5-difluoro-2-azabicyclo[2.2.2]octane-3-carboxamide ClC=1C(=C(N[C@H](C(=O)N2[C@H]3CC([C@@H]([C@H]2C(=O)N[C@H](C[C@@H]2C(NCCC2)=O)C#N)CC3)(F)F)C)C=CC1)C